ClC1=CC(=C2C=C(NC2=C1F)C(=O)N1CCN(CC1)C1=NC=C(C=C1OC)F)C1CN(CC1)C [6-chloro-7-fluoro-4-(1-methylpyrrolidin-3-yl)-1H-indol-2-yl]-[4-(5-fluoro-3-methoxy-2-pyridyl)piperazin-1-yl]methanone